C[C@H](CC#C)O |r| (+/-)-4-Pentyn-2-ol